C(CCCCC(=O)[O-])CCCCO ω-hydroxydecanoate